C1(CCCCCCCCC\C=C\CCCO1)=O trans-11-pentadecene-1,15-lactone